FC1=C(C=C(C=C1)F)C1=CC=C(C=C1)N1C(NCC(C1)C(=O)OCC)=O ethyl 1-(2',5'-difluoro-[1,1'-biphenyl]-4-yl)-2-oxohexahydropyrimidine-5-carboxylate